8-bromo-4H-pyrido(4,3-b)(1,4)oxazin-3-one BrC1=CN=CC2=C1OCC(N2)=O